tert-Butyl N-[(1R)-3-methyl-1-[[4-[2-(trifluoromethyl)-1H-pyrrolo[2,3-b]pyridin-4-yl]phenyl]carbamoyl]butyl]carbamate CC(C[C@H](C(NC1=CC=C(C=C1)C1=C2C(=NC=C1)NC(=C2)C(F)(F)F)=O)NC(OC(C)(C)C)=O)C